C1(CC1)C(C1=NC=2N(C=C1)C=C(N2)[C@@H](NC(=O)C2=CC=NN2C)C2CCC(CC2)(F)F)NC(CCC(F)(F)F)=O N-((1S)-(7-(Cyclopropyl(4,4,4-trifluorobutanamido)methyl)imidazo[1,2-a]pyrimidin-2-yl)(4,4-difluorocyclohexyl)methyl)-1-methyl-1H-pyrazole-5-carboxamide